3-(3-(1-(2-(5-((4,6-difluoro-1H-indol-5-yl)oxy)-2-fluorophenyl)-1H-imidazol-5-yl)-2,2,2-trifluoro-1-hydroxyethyl)phenyl)propanoic acid FC1=C2C=CNC2=CC(=C1OC=1C=CC(=C(C1)C=1NC(=CN1)C(C(F)(F)F)(O)C=1C=C(C=CC1)CCC(=O)O)F)F